(E)-3-(4-bromo-2,6-dichloropyridin-3-yl)acrylic acid methyl ester COC(\C=C\C=1C(=NC(=CC1Br)Cl)Cl)=O